ClC=1N=C(N2C1C(=CC(=C2)S(=O)(=O)Cl)Cl)C=2SC(=CN2)C(F)F 1,8-dichloro-3-(5-(difluoromethyl)thiazol-2-yl)imidazo[1,5-a]pyridine-6-sulfonyl chloride